FC=1C=C(C=C(C1)F)[C@H]1CCN2N=C(C=C21)NC([C@@H](C)N2C[C@@H](C(CC2)(F)F)C2=CC=[N+](C=C2)[O-])=O 4-((S)-1-((R)-1-(((R)-4-(3,5-difluorophenyl)-5,6-dihydro-4H-pyrrolo[1,2-b]pyrazol-2-yl)amino)-1-oxopropan-2-yl)-4,4-difluoropiperidin-3-yl)pyridine 1-oxide